ClC=1C=C(C(=NC1)OC)S(=O)(=O)NC1=C(C(=C(C=C1)F)C=1C=CC=2N(C1)C=NC2C=2NC(=C(N2)C)C)F 5-chloro-N-(3-(1-(4,5-dimethyl-1H-imidazol-2-yl)imidazo[1,5-a]pyridin-6-yl)-2,4-difluorophenyl)-2-methoxypyridine-3-sulfonamide